C(C)OC=C(C#N)C1=NC=CC=C1 3-ethoxy-2-(pyridin-2-yl)acrylonitrile